C1CCC2=C(C=3CCCC3C=C12)NC(=O)N=[S@](=O)(N)C=1SC=C(C1)CNC |o1:16| (R) or (S)-N'-((1,2,3,5,6,7-hexahydro-s-indacen-4-yl)carbamoyl)-4-((methylamino)methyl)thiophene-2-sulfonimidamide